5-amino-2-[6-chloro-2-[(3-methyl-2-pyridyl)amino]-3-pyridyl]-6-(5-methyl-1H-indazol-4-yl)pyrimidine-4-carboxamide NC=1C(=NC(=NC1C1=C2C=NNC2=CC=C1C)C=1C(=NC(=CC1)Cl)NC1=NC=CC=C1C)C(=O)N